N-benzoyloxy-1-(4-phenylmercapto(sulfonyl)phenyl)octan-1-one-2-imine C(C1=CC=CC=C1)(=O)ON=C(C(=O)C1C(C=C(C=C1)SC1=CC=CC=C1)=S(=O)=O)CCCCCC